CC(C1=CC=CC=C1)(S(=O)(=O)N)C(C1=CC=CC=C1)=O methylbenzoyl-toluenesulphonamide